OC1CN(CC1)C 3-hydroxy-1-methyl-tetrahydropyrrole